BrCC=1NC=CN1 2-(bromomethyl)-1H-imidazole